pyridin-2(1H)-one, 1,5-naphthalenedisulfonate salt C1(=CC=CC=2C(=CC=CC12)S(=O)(=O)O)S(=O)(=O)O.N1C(C=CC=C1)=O